3,3,4,4-tetramethylpyrrolidine-2,5-dione trifluoroacetate FC(C(=O)O)(F)F.CC1(C(NC(C1(C)C)=O)=O)C